COP(=S)(OC)OC1=CC=C(C[C@H](N)C(=O)O)C=C1 dimethylthiophosphono-tyrosine